ClC1=CC(=C(C=C1)C1=C2C(=C(N=N1)N[C@@H]1CN(CCC1)C)C=NC=C2)F (S)-1-(4-chloro-2-fluorophenyl)-N-(1-methylpiperidin-3-yl)pyrido[3,4-d]pyridazin-4-amine